2-(1-(4-((4-(4-ethyl-3-oxopiperazin-1-yl)phenyl)amino)-5-oxo-5,6-dihydropyrimido[4,5-d]pyridazin-2-yl)piperidin-4-yl)acetonitrile C(C)N1C(CN(CC1)C1=CC=C(C=C1)NC1=NC(=NC=2C=NNC(C21)=O)N2CCC(CC2)CC#N)=O